C(C)(=O)C1=CC=C(S1)B(O)O (5-acetylthiophen-2-yl)boronic acid